CC1(CN(C2=CC(=CC=C12)N1C(N(C(C1=O)(C)C)CC1=CC(=NC=C1)NCC1=NN(C=C1)C)=O)S(=O)(=O)C)C 3-(3,3-dimethyl-1-(methylsulfonyl)indolin-6-yl)-5,5-dimethyl-1-((2-(((1-methyl-1H-pyrazol-3-yl)methyl)amino)pyridin-4-yl)methyl)imidazolidine-2,4-dione